C(C)(C)C1=C(NC2=CC=C(C=C12)C1=CC=C(C=C1)CN1CCN(CC1)C)C1=C2C(=NC=C1)NN=C2 4-(3-isopropyl-5-(4-((4-methylpiperazin-1-yl)methyl)phenyl)-1H-indol-2-yl)-1H-pyrazolo[3,4-b]pyridine